1-[3-(2-aminoethylamino)-5-trifluoromethoxyphenyl]-3-(2-hydroxymethylphenyl)urea NCCNC=1C=C(C=C(C1)OC(F)(F)F)NC(=O)NC1=C(C=CC=C1)CO